2-(2-fluorophenyl)-6-hydroxy-3,4-dihydroisoquinolin-1-one FC1=C(C=CC=C1)N1C(C2=CC=C(C=C2CC1)O)=O